COCCOC 2,5-Dioxahexane